furanyl-phthalonitrile O1C(=CC=C1)C1=C(C(C#N)=CC=C1)C#N